1-((1-(2-fluoro-4-nitrophenyl)azetidin-3-yl)methyl)piperidine FC1=C(C=CC(=C1)[N+](=O)[O-])N1CC(C1)CN1CCCCC1